2,2-dimethyl-5-ethylpyrrolidine CC1(NC(CC1)CC)C